C(C)(C)(C)C1=CC=C(C=C1)[Mg]Cl 4-tert-butyl-phenylmagnesium chloride